2-chloro-N-(1-cyanocyclopropyl)-5-[1-[5-(1,1,2,2,3,3,4,4,5,5,6,6,7,7,8,8,8-heptadecafluorooctyloxy)-2-methyl-4-(trifluoromethyl)pyrazol-3-yl]pyrazol-4-yl]benzamide ClC1=C(C(=O)NC2(CC2)C#N)C=C(C=C1)C=1C=NN(C1)C=1N(N=C(C1C(F)(F)F)OC(C(C(C(C(C(C(C(F)(F)F)(F)F)(F)F)(F)F)(F)F)(F)F)(F)F)(F)F)C